4-cyclopropyl-2-hydroxy-6-imidazol-1-yl-benzaldehyde C1(CC1)C1=CC(=C(C=O)C(=C1)N1C=NC=C1)O